N=CCNCCNCCNCC 1,4,7,10-tetraazadodecaneN